1-methylindole-5-amine CN1C=CC2=CC(=CC=C12)N